10-ethyl-5,12,12,26-tetramethyl-7-oxa-4,5,10,13,20,22,26-heptaazapentacyclo[22.3.1.0^{2,6}.0^{13,21}.0^{14,19}]octacosa-1(28),2(6),3,14,16,18,20,24-octaene-23,27-dione C(C)N1CCOC=2N(N=CC2C=2C(N(C=C(C(NC3=NC4=CC=CC=C4N3C(C1)(C)C)=O)C2)C)=O)C